2-Octadecanol CC(CCCCCCCCCCCCCCCC)O